rac-tert-butyl ((6-((5R,6R)-6-(2-hydroxyethyl)-5-(hydroxymethyl)-5-methyl-2-(methylthio)-5,6-dihydro-7H-pyrrolo[2,3-d]pyrimidin-7-yl)pyridin-2-yl)methyl)(methyl)carbamate OCC[C@@H]1[C@](C2=C(N=C(N=C2)SC)N1C1=CC=CC(=N1)CN(C(OC(C)(C)C)=O)C)(C)CO |r|